2-methoxy-3-pyridinylboronic acid COC1=NC=CC=C1B(O)O